tert-butyl 5-[[4-[[2-(4,5-dihydro-1H-imidazol-2-ylamino)acetyl] amino]-3-fluoro-phenyl]sulfonyl-[(4-methoxyphenyl)methyl]amino]thiazole-4-carboxylate N1C(=NCC1)NCC(=O)NC1=C(C=C(C=C1)S(=O)(=O)N(C1=C(N=CS1)C(=O)OC(C)(C)C)CC1=CC=C(C=C1)OC)F